BrC1=CC=C2C(=NC(=NC2=C1F)Cl)N1CCOCC(C1)(O)C 4-(7-bromo-2-chloro-8-fluoroquinazolin-4-yl)-6-methyl-1,4-oxazepan-6-ol